O1C(NC=C1)=O oxazole-2(3H)-one